NC=1C=C2C(N(C(N(C2=CC1C(=O)OC)C)=O)C)=O Methyl 6-amino-1,3-dimethyl-2,4-dioxo-1,2,3,4-tetrahydroquinazoline-7-carboxylate